IC=1C=CN(C1)C 4-iodo-1-methyl-1H-pyrrole